5-(trans-4-(4-(trifluoromethyl)benzyloxy)pyrrolidin-3-yl)-2H-tetrazole FC(C1=CC=C(CO[C@H]2[C@@H](CNC2)C=2N=NNN2)C=C1)(F)F